C(C)(C)(C)OC(=O)N1CCN(C2=CC=CC=C12)CC1=CC(=CC=C1)F.O=C1NC(CCC1N1C(C2=CC=C(C=C2C1)CNC(C(C1=CC(=CC=C1)O)(F)F)=O)=O)=O N-((2-(2,6-dioxopiperidin-3-yl)-1-oxoisoindolin-5-yl)methyl)-2,2-difluoro-2-(3-hydroxyphenyl)acetamide tert-Butyl-4-(3-fluorobenzyl)-3,4-dihydroquinoxaline-1(2H)-carboxylate